Cl.N[C@H](C(=O)OCC(F)(F)F)CCC1=CC(=CC=C1)OCC1=CC=CC=C1 2,2,2-Trifluoroethyl (S)-2-amino-4-(3-(benzyloxy)phenyl)butanoate hydrochloride